3-[2-chloro-4-(methylsulfonyl)benzoyl]-4-(phenylsulfanyl)bicyclo[3.2.1]oct-3-en-2-one ClC1=C(C(=O)C=2C(C3CCC(C2SC2=CC=CC=C2)C3)=O)C=CC(=C1)S(=O)(=O)C